C1(=CC=CC=C1)C1=C(C(=O)NC=2C=C3C(=CNC3=CC2)C=2CCN(CC2)C(C)CCC)C=CC=C1 5-(2-phenylbenzoyl)amino-3-(1-(2-pentyl)-1,2,3,6-tetrahydropyridin-4-yl)-1H-indole